3,5-dibromothiophene BrC1=CSC(=C1)Br